ClC1=CC=C(C=C1)C1CN(C1)C(=O)[C@@H]1CC[C@H](CC1)NC(OC(C)(C)C)=O tert-butyl (trans-4-(3-(4-chlorophenyl)azetidine-1-carbonyl)cyclohexyl)carbamate